OC(CC(=O)O)CCCCCCCCC 3-hydroxylauric acid